NC1=NC=NC(=C1)O 4-amino-6-hydroxy-pyrimidine